diphenyl(methyl)sulfonate C1(=CC=CC=C1)C(S(=O)(=O)[O-])C1=CC=CC=C1